4,4-dimethyl-1,2,5-thiadiazolidine 1,1-dioxide CC1(CNS(N1)(=O)=O)C